N1(N=CC=C1)CCCCNC(C1=CC=CC=C1)=O N-(4-1-N-pyrazolylbutyl)benzamide